CN1N=C2C=CC(=C(C2=C1)C(F)(F)F)C1=CC=C(N=N1)NC1C[C@@H]2[C@@H](CN(C2)C([2H])([2H])C2CCOCC2)C1 (3aR,5s,6aS)-N-(6-(2-Methyl-4-(trifluoromethyl)-2H-indazol-5-yl)pyridazin-3-yl)-2-((tetrahydro-2H-pyran-4-yl)methyl-d2)octahydrocyclopenta[c]pyrrol-5-amine